(+)-2-menthoxypropane C1(CC(C(CC1)C(C)C)OC(C)C)C